benzo[g]isoquinoline carbon [C].C1=NC=CC2=CC3=C(C=C12)C=CC=C3